2-(7-Chloro-8-fluoro-5-methoxy-2-(methylthio)pyrido[4,3-d]pyrimidin-4-yl)-2-azabicyclo[2.2.1]Heptan-6-ol ClC1=C(C=2N=C(N=C(C2C(=N1)OC)N1C2C(CC(C1)C2)O)SC)F